2-[3-(5-chloro-2-fluoro-phenyl)-1H-pyrazol-4-yl]-7-pyrrolidin-3-yl-1,5-naphthyridine ClC=1C=CC(=C(C1)C1=NNC=C1C1=NC2=CC(=CN=C2C=C1)C1CNCC1)F